N-(4-((1S,4S)-2,5-diazabicyclo[2.2.1]heptan-2-yl)phenyl)methanesulfonamide hydrochloride Cl.[C@@H]12N(C[C@@H](NC1)C2)C2=CC=C(C=C2)NS(=O)(=O)C